COC1=CC=C(C=C1)C(CC(CCCCCCCCCCCCCCCCC)=O)=O 1-(4-methoxyphenyl)-1,3-eicosanedione